BrC1=NC=C(C(=C1)NC(OC(C)(C)C)=O)OC tert-butyl N-(2-bromo-5-methoxy-4-pyridyl)carbamate